ClC=1C=C2C(=CC(=NC2=CC1)C(F)(F)F)NCC1(CN(C1)C(=O)N)N1N=C(C=C1)C 3-(((6-chloro-2-(trifluoromethyl)quinolin-4-yl)amino)methyl)-3-(3-methyl-1H-pyrazol-1-yl)azetidine-1-carboxamide